The molecule is a hydrochloride obtained by combining olodaterol with one equivalent of hydrochloric acid. Used for long-term treatment of airflow obstruction in patients with chronic obstructive pulmonary disease including chronic bronchitis and/or emphysema. It has a role as a beta-adrenergic agonist and a bronchodilator agent. It contains an olodaterol(1+). CC(C)(CC1=CC=C(C=C1)OC)NC[C@@H](C2=C3C(=CC(=C2)O)NC(=O)CO3)O.Cl